3-chloro-4-fluorobenzoic acid ClC=1C=C(C(=O)O)C=CC1F